O=C1N2C(OC3=C1C=CC=C3)=NC3=C2C=CC(=C3)OC(C3=CC=CC=C3)=O 12-oxobenzimidazolo[2,1-b][1,3]benzoxazin-8-yl-benzoate